CN(CCCC(O)(C1=CC=C(C=C1)F)C1=C(C#N)C=CC=C1CO)C (4-(dimethylamino)-1-(4-fluorophenyl)-1-hydroxybutyl)-3-(hydroxymethyl)benzonitrile